C(C)(=O)OCC=C(C(=O)O)C 4-acetoxy-2-methyl-2-butenoic acid